(-)-3-Hydroxy-4-(4-(trifluoromethyl)phenyl)dihydrofuran-2(3H)-one OC1C(OCC1C1=CC=C(C=C1)C(F)(F)F)=O